(2S,4R)-1-(2-(3-acetyl-5-(2-methylpyrimidin-5-yl)-1H-indazol-1-yl)acetyl)-N-(6-bromopyridin-2-yl)-4-fluoro-4-(fluoromethyl)pyrrolidine-2-carboxamide C(C)(=O)C1=NN(C2=CC=C(C=C12)C=1C=NC(=NC1)C)CC(=O)N1[C@@H](C[C@@](C1)(CF)F)C(=O)NC1=NC(=CC=C1)Br